C1=CC(=C[N+](=C1)[C@@H]2[C@@H]([C@@H]([C@H](O2)COP(=O)([O-])OP(=O)([O-])OC[C@@H]3[C@H]([C@H]([C@@H](O3)N4C=NC5=C(N=CN=C54)N)O)O)O)O)C(=O)N The molecule is an organophosphate oxoanion obtained by deprotonation of the two diphosphate OH groups of alpha-NAD(1+); major species at pH 7.3. It is a conjugate base of an alpha-NAD(+).